1,6-hexanediol-bis[(3,5-di-t-butyl-4-hydroxyphenyl) propionate] C(C)(C)(C)C=1C=C(C=C(C1O)C(C)(C)C)C(C(=O)OCCCCCCOC(C(C)C1=CC(=C(C(=C1)C(C)(C)C)O)C(C)(C)C)=O)C